CC1(CN(CCC1CN1C(C=C(C=C1)C1=CC=CC=C1)=O)C(=O)OC(C)(C)C)C tert-butyl 3,3-dimethyl-4-((2-oxo-4-phenylpyridin-1(2H)-yl)methyl)piperidine-1-carboxylate